N-(tert-Butoxycarbonyl)-N-methyl-O-propyl-L-serine C(C)(C)(C)OC(=O)N([C@@H](COCCC)C(=O)O)C